2,3,5,6-tetrahydrobenzo[d]azepin-4(1H)-one C1CNC(CC2C1=CC=CC2)=O